CN(CC(COCCCCCCCCCCCC)OCCCCCCCCCCCC)C N,N-dimethyl-2,3-bis(dodecyloxy)propane-1-amine